S(=O)(=O)([O-])C1=CC=C(C)C=C1.C(CCCCCCCCCCCCCCC)N[C@@H](CC1=CC=CC=C1)C(=O)[O-].[NH4+].BrCCOC1OCCCC1.[NH4+] 2-(2-Bromoethoxy)tetrahydropyran Ammonium hexadecyl-L-phenylalaninate tosylate salt